(-)-Dibenzoyl-L-tartaric acid monohydrate C1=CC=C(C=C1)C(=O)O[C@H]([C@H](C(=O)O)OC(=O)C2=CC=CC=C2)C(=O)O.O